4-ethoxybenzoic acid-(docosahexenoylaminoethyl) ester C(C=CC=CC=CC=CC=CC=CCCCCCCCCC)(=O)NCCOC(C1=CC=C(C=C1)OCC)=O